5-(8-ethoxy-5-oxo-5,6-dihydro-11H-indolo[3,2-c]isoquinolin-11-yl)-N-hydroxypentanamide C(C)OC=1C=C2C(=CC1)N(C1=C2NC(C2=CC=CC=C12)=O)CCCCC(=O)NO